CC1=NN=C2N1C1=CC(=CC=C1C(=N2)NC2=CC=CC=C2)C2=CC=NC=C2 methyl-N-phenyl-8-(pyridin-4-yl)-[1,2,4]triazolo[4,3-a]quinazolin-5-amine